ClC(OC1=CC=C(C=C1)NC(=O)C=1C=C2C(N(C(C2=C(C1)C1=CC=NN1)(C)C)CCN1CCS(CC1)(=O)=O)=O)(F)F N-(4-(chlorodifluoromethoxy)phenyl)-2-(2-(1,1-dioxidothiomorpholino)ethyl)-1,1-dimethyl-3-oxo-7-(1H-pyrazol-5-yl)isoindoline-5-carboxamide